methyl 2-fluoro-4-hydrazinobenzoate FC1=C(C(=O)OC)C=CC(=C1)NN